3-Dodecylphenol C(CCCCCCCCCCC)C=1C=C(C=CC1)O